BrC1=CC(=NC=C1)CC(C)=O 1-(4-bromo-2-pyridyl)propan-2-one